CC1(C2CCC1CC2)C 7,7-dimethylbicyclo[2.2.1]heptane